6-(2-Chloro-6-fluorophenyl)-2-((4-((1-methylpiperidin-4-yl)amino)phenyl)amino)-8,9-dihydroimidazo[1,2-a]pyrimido[5,4-e]pyrimidin-5(6H)-one ClC1=C(C(=CC=C1)F)N1C=2N(C3=C(C1=O)C=NC(=N3)NC3=CC=C(C=C3)NC3CCN(CC3)C)CCN2